rac-2-[(4-Amino-5-benzoylthiazol-2-yl)-(3-pyridyl)amino]propanamid NC=1N=C(SC1C(C1=CC=CC=C1)=O)N([C@@H](C(=O)N)C)C=1C=NC=CC1 |r|